1-[8-(cyclopentylamino)-3,4-dihydro-2H-1-benzopyran-6-yl]pentan-1-one C1(CCCC1)NC1=CC(=CC=2CCCOC21)C(CCCC)=O